C(#N)C=1N=CC(=NC1)NC1=CC(=C(N=N1)C(=O)NC)NCC1CNCCC1 6-(5-cyanopyrazin-2-ylamino)-N-methyl-4-(piperidin-3-ylmethylamino)pyridazine-3-carboxamide